N-(2-((2S,3R)-1-isopropyl-2-methylpiperidin-3-yl)thieno[2,3-b]pyridin-4-yl)benzo[d]thiazol-5-amine C(C)(C)N1[C@H]([C@@H](CCC1)C1=CC=2C(=NC=CC2NC=2C=CC3=C(N=CS3)C2)S1)C